C(C1=CC=CC=C1)OC1=NC(=CC=C1C1=NN(C2=CC(=CC=C12)N1C[C@H](N(CC1)C(=O)OC(C)(C)C)C(F)(F)F)C)OCC1=CC=CC=C1 tert-butyl (2S)-4-[3-(2,6-dibenzyloxy-3-pyridyl)-1-methyl-indazol-6-yl]-2-(trifluoromethyl)piperazine-1-carboxylate